COC1=CC=C(CN2C3=C(OCCC2=O)C=C(C=C3)NC3=C(C=C(C=C3)N3CCC(CC3)C(F)(F)F)C)C=C1 5-(4-methoxybenzyl)-8-((2-methyl-4-(4-(trifluoromethyl)piperidin-1-yl)phenyl)amino)-2,3-dihydrobenzo[b][1,4]oxazepin-4(5H)-one